α-acetolactone C1(CO1)=O